FC(C(C(F)(F)F)OC(=O)N1CCC2(CCCN2CC2=C(C=C(C=C2)C(F)(F)F)N2CCC(CC2)N2[C@H](CCC2)C(=O)O)CC1)(F)F (1-(2-((8-(((1,1,1,3,3,3-Hexafluoropropan-2-yl)oxy)carbonyl)-1,8-diazaspiro[4.5]decan-1-yl)methyl)-5-(trifluoromethyl)phenyl)piperidin-4-yl)-D-proline